2-hydroxy-3-sulfopropyl-3-methoxyaniline OC(CNC1=CC(=CC=C1)OC)CS(=O)(=O)O